4-(trifluoromethyl)-2,3-dihydrothiazole FC(C=1NCSC1)(F)F